2-Meth-oxybenzoylfluorid COC1=C(C(=O)F)C=CC=C1